BrC=1C(=NC(=CN1)OC)CC1(C[C@@H](N(C1)C(=O)OC(C)(C)C)C)O tert-Butyl (2S)-4-((3-bromo-6-methoxypyrazin-2-yl)methyl)-4-hydroxy-2-methylpyrrolidine-1-carboxylate